4-(1H-indazol-4-yl)isoindolin-1-one N1N=CC2=C(C=CC=C12)C1=C2CNC(C2=CC=C1)=O